O=C1N(CC2=C(C=CC=C12)SCCCCCCCCN1C(CCC1)=O)C1C(NC(CC1)=O)=O 3-(1-oxo-4-((8-(2-oxopyrrolidin-1-yl)octyl)thio)isoindolin-2-yl)piperidine-2,6-dione